ClC1=C(N(N=C1C(F)(F)F)C1=CC(=CC=C1)C(N(C)C1=CC2=C(OC(O2)(F)F)C=C1)=O)COC1=NC=CC=C1 2-[[4-Chloro-2-[3-[(2,2-difluoro-1,3-benzodioxol-5-yl)-methylcarbamoyl]phenyl]-5-(trifluoromethyl)pyrazol-3-yl]methoxy]pyridin